methyl 6-chloro-6-oxo-hexanoate ClC(CCCCC(=O)OC)=O